ClCC=1C(=NOC1)C 4-(chloromethyl)-3-methylisoxazole